FC1(CCC(CC1)C=1C=2N(N=C(C1)[C@@H]1C[C@@H](OCC1)C1=CC(=NC=C1)OC)C(C(=C(N2)C)C)=O)F 9-(4,4-difluorocyclohexyl)-7-[(2R,4S)-2-(2-methoxy-4-pyridyl)tetrahydropyran-4-yl]-2,3-dimethyl-pyrimido[1,2-b]pyridazin-4-one